COC1=C(C=CC(=C1)C=1C=NN(C1)C)NC=1N=CC2=C(N1)C(=NC=C2)C=2C=NN(C2)C N-(2-methoxy-4-(1-methyl-1H-pyrazol-4-yl)phenyl)-8-(1-methyl-1H-pyrazol-4-yl)pyrido[3,4-d]pyrimidin-2-amine